NC=1C=C(C=CC1)C1=CC=CC=2N(C(NC21)=O)C2CCN(CC2)C(=O)NC2=CC(=C(C=C2)Cl)Cl 4-[4-(3-Aminophenyl)-2-oxo-2,3-dihydro-1H-1,3-benzodiazol-1-yl]-N-(3,4-dichlorophenyl)piperidine-1-carboxamide